C1(CCCCC1)C1=C(C#N)C(=CC=C1)NC=1N=CC=C2C=C(C=NC12)CNCCO 2-cyclohexyl-6-[(3-{[(2-hydroxyethyl)amino]methyl}-1,7-naphthyridin-8-yl)amino]benzonitrile